2,3,5,6-tetrafluorophenyl 1-(3-hydroxy-2-(hydroxymethyl)-2-(iodomethyl)propyl)-1H-1,2,3-triazole-4-carboxylate OCC(CN1N=NC(=C1)C(=O)OC1=C(C(=CC(=C1F)F)F)F)(CI)CO